(3R)-3-[[1-[2-hydroxy-4-(trifluoromethyl)phenyl]pyrido[3,4-d]pyridazin-4-yl]amino]-1-methyl-piperidin-2-one OC1=C(C=CC(=C1)C(F)(F)F)C1=C2C(=C(N=N1)N[C@H]1C(N(CCC1)C)=O)C=NC=C2